7-(6-amino-3,4-dimethylpyridin-2-yl)-8-fluoro-2-(((2R,7aS)-2-fluorohexahydro-1H-pyrrolizin-7a-yl)methoxy)pyrido[4,3-d]pyrimidin NC1=CC(=C(C(=N1)C1=C(C=2N=C(N=CC2C=N1)OC[C@]12CCCN2C[C@@H](C1)F)F)C)C